ClC=1C=CC(=C(C1)CC(=O)NC=1C=C(C(=O)NC2CCCCC2)C=CC1)O 3-[[2-(5-chloro-2-hydroxy-phenyl)acetyl]amino]-N-cyclohexyl-benzamide